1,3-bis(2-hydroxybutyl)cyclopentane OC(CC1CC(CC1)CC(CC)O)CC